4-amino-8-(2-cyanothiazol-4-yl)-7-fluoro-N-propylisoquinoline-3-carboxamide NC1=C(N=CC2=C(C(=CC=C12)F)C=1N=C(SC1)C#N)C(=O)NCCC